(2-fluorophenyl)(3-phenylprop-2-yn-1-yl)aminothiocarbonyl fluoride FC1=C(C=CC=C1)N(C(=S)F)CC#CC1=CC=CC=C1